FC=1C=C(CNC=2C(C(C2N2CCOCC2)=O)=O)C=CC1C1=NOC(=N1)C(F)(F)F 3-((3-fluoro-4-(5-(trifluoromethyl)-1,2,4-oxadiazol-3-yl)benzyl)amino)-4-morpholinocyclobut-3-ene-1,2-dione